N-((S)-1-amino-3-(3,4-difluorophenyl)propan-2-yl)-5-chloro-4-(4-chloro-1-methyl-1H-pyrazol-5-yl)furan-2-carboxamide NC[C@H](CC1=CC(=C(C=C1)F)F)NC(=O)C=1OC(=C(C1)C1=C(C=NN1C)Cl)Cl